(2r,3r,4r,5s)-1-(4-cyclopropyl-2,6-difluorophenethyl)-2-methylpiperidine-3,4,5-triol C1(CC1)C1=CC(=C(CCN2[C@@H]([C@H]([C@@H]([C@H](C2)O)O)O)C)C(=C1)F)F